N-caffeoyl-isoleucine methyl ester COC([C@@H](NC(\C=C\C1=CC(O)=C(O)C=C1)=O)[C@@H](C)CC)=O